(bis(((S)-1-isopropoxy-1-oxopropan-2-yl) amino) phosphoryl) methyl-succinate CC(C(=O)OP(=O)(N[C@H](C(OC(C)C)=O)C)N[C@H](C(=O)OC(C)C)C)CC(=O)[O-]